BrC1=CC=C2C(=CNC2=C1C1=NC=CC=N1)S(=O)(=O)NC1=NC(=C(C(=N1)OC)OCC(F)F)OC 6-bromo-N-[5-(2,2-difluoroethoxy)-4,6-dimethoxy-pyrimidin-2-yl]-7-(2-pyrimidinyl)-1H-indole-3-sulfonic acid amide